N-ethyl-N-(3-sulfopropyl)-3-methylaniline, sodium salt [Na+].C(C)N(C1=CC(=CC=C1)C)CCCS(=O)(=O)[O-]